C1(=CC=CC=C1)N1C=2C=CC(=CC2N(C2=CC=CC=C12)C1=CC=CC=C1)B(O)O (5,10-Diphenyl-5,10-dihydrophenazin-2-yl)boronic acid